5-chloro-2-(N-((1S,4R)-2-(2-fluoronaphthalen-1-yl)-1-(5-oxo-4,5-dihydro-1,3,4-oxadiazol-2-yl)propyl)sulfamoyl)benzamide ClC=1C=CC(=C(C(=O)N)C1)S(N[C@@H](C(C)C1=C(C=CC2=CC=CC=C12)F)C=1OC(NN1)=O)(=O)=O